N-[rel-(1S,2R)-2-hydroxycyclopentyl]-4-methylbenzenesulfonamide O[C@H]1[C@H](CCC1)NS(=O)(=O)C1=CC=C(C=C1)C |o1:1,2|